4-[3-(2-aminoethyl)-[1,2,4]triazolo[4,3-a]pyridin-8-yl]-3-(5-cyclopropyl-2-methylpyrazol-3-yl)oxybenzonitrile NCCC1=NN=C2N1C=CC=C2C2=C(C=C(C#N)C=C2)OC=2N(N=C(C2)C2CC2)C